FC1=C(C=CC(=C1NC(C(C)OC(F)(F)F)=O)F)NC(C1=CC=CC=C1)=O N-(2,4-difluoro-3-(2-(trifluoromethoxy)propionylamino)phenyl)benzamide